CN1C(N(C2=C1C=C(C=C2)C2=CC=C(C=C2)C2CCC(CC2)N2CCNCC2)C2C(NC(CC2)=O)=O)=O 3-(3-methyl-2-oxo-5-(4-((1r,4r)-4-(piperazin-1-yl)cyclohexyl)phenyl)-2,3-dihydro-1H-benzo[d]imidazol-1-yl)piperidine-2,6-dione